OC1=C(C(=O)[O-])C(=CC=C1)O.[Fe+2].OC1=C(C(=O)[O-])C(=CC=C1)O iron 2,6-dihydroxybenzoate